COC(CC(C)=O)OC 4,4-dimethoxybutanone